O[C@@H]1CN(CC[C@H]1N1C([C@@H](CC1)OC([C@H](C)NC=1C=NN(C(C1C(F)(F)F)=O)CC1=CC=C(C=C1)OC)([2H])[2H])=O)C1=NC=C(C#N)C=C1 6-((3R,4R)-3-hydroxy-4-((R)-3-((S)-2-((1-(4-methoxybenzyl)-6-oxo-5-(trifluoromethyl)-1,6-dihydropyridazin-4-yl)amino)propoxy-1,1-d2)-2-oxopyrrolidin-1-yl)piperidin-1-yl)nicotinonitrile